2-[acetyl-(2-naphthylmethyl)amino]-7-chloro-6-hydroxy-1-benzothiophene-3-carboxylic acid methyl ester COC(=O)C1=C(SC2=C1C=CC(=C2Cl)O)N(CC2=CC1=CC=CC=C1C=C2)C(C)=O